OCCCOC(C1=CC=CC=C1C1(NC2=C(C(=CC=C2C(=C1)Br)Br)F)C1=C(C=CC=C1)F)=O 4,7-dibromo-8-fluoro-2-(2-fluorophenyl)quinolinebenzoic acid 3-hydroxypropylester